C(C)OC(=O)C=1C=C(C=NC1)B(O)O (5-(ethoxycarbonyl)pyridine-3-yl)boronic acid